C(C1=CC=CC=C1)C1(CCC1)CNC(=O)C1=NOC(N1)=O N-((1-benzylcyclobutyl)methyl)-5-oxo-4,5-dihydro-1,2,4-oxadiazole-3-carboxamide